O1C2=C(NC3(C1)CC3)N=CC=C2CN2C(N(C(C2(C)C)=O)C2=CC=C(C=C2)C2(CC2)C(F)(F)F)=O 1-((2'H,4'H-spiro[cyclopropane-1,3'-pyrido[3,2-b][1,4]oxazin]-8'-yl)methyl)-5,5-dimethyl-3-(4-(1-(trifluoromethyl)cyclopropyl)phenyl)imidazolidine-2,4-dione